C(C)(C)(C)OC(=O)N1CCN(CC1)C=1C=NN2C1C=CC(=C2)C=2C=NC=NC2 4-(6-(Pyrimidin-5-yl)pyrazolo[1,5-a]pyridin-3-yl)piperazine-1-carboxylic acid tert-butyl ester